3-chloro-N-[(1R)-1-(3-chloro-2-fluorophenyl)ethyl]-6-[4-(dimethylphosphoryl)-3-fluorophenyl]-7-fluoro-2-methyl-1,5-naphthyridin-4-amine ClC=1C(=NC2=CC(=C(N=C2C1N[C@H](C)C1=C(C(=CC=C1)Cl)F)C1=CC(=C(C=C1)P(=O)(C)C)F)F)C